CC(C(CNC(OC(C)(C)C)=O)=O)C tert-butyl (3-methyl-2-oxobutyl)carbamate